5-oxotetrahydrofuran-3-carboxylic acid O=C1CC(CO1)C(=O)O